C(C1=CC=CC=C1)N1CC=2C(N(C=3N(C2CC1)CCN3)CC3=C(C=CC=C3)C)=O 7-benzyl-4-(2-methylbenzyl)-2,4,6,7,8,9-hexahydroimidazo[1,2-a]pyrido[3,4-e]pyrimidin-5(1H)-one